FC=1C(=NC=C(C(=O)N)C1)C(C)(C)O 5-fluoro-6-(2-hydroxypropan-2-yl)nicotinamide